C(C)C=1C=C(C=CC1O)NC1(CCC1)C#N 1-((3-ethyl-4-hydroxyphenyl)amino)cyclobutanecarbonitrile